C(C)(C)OCC1=NC=CC(=C1)C#N 2-(Isopropoxymethyl)pyridine-4-carbonitrile